NCCCNC(=O)C=1C=C2C(=NNC2=CC1)C1=NC2=C(N1)C=C(C=C2)N2CCCCC2 N-(3-aminopropyl)-3-(6-(piperidin-1-yl)-1H-benzo[d]imidazol-2-yl)-1H-indazole-5-carboxamide